C(#N)CC1=CC=C(C=C1)N(C=O)C1C[C@@H](CCC1C(C)C)C (1R,2S,5R)-N-(4-(cyanomethyl)phenyl)menthyl-formamide